CCCCCCCCCCCCCCCCCCCCOC[C@H](COP(=O)(O)OC[C@H](CO)O)OC(=O)CCCCCCC/C=C\CCCCCCC 1-eicosyl-2-(9Z-heptadecenoyl)-glycero-3-phospho-(1'-sn-glycerol)